ClC=1C=C(C=CC1Cl)C=1SC=C(N1)NC(/C=C/C(=O)O)=O (E)-4-((2-(3,4-dichlorophenyl)thiazol-4-yl)amino)-4-oxobut-2-enoic acid